Carbonylcyanid-m-Chlorophenylhydrazon ClC=1C=C(C=CC1)NN=C(C#N)C#N